4-((2S,3S,4S,5S)-3-(3,4-difluoro-2-(methoxy-d3)phenyl)-4,5-dimethyl-5-(trifluoromethyl)tetrahydrofuran-2-carboxamido)picolinamide FC=1C(=C(C=CC1F)[C@H]1[C@H](O[C@@]([C@H]1C)(C(F)(F)F)C)C(=O)NC1=CC(=NC=C1)C(=O)N)OC([2H])([2H])[2H]